Cl.NCC(CN1CCC2=CC(=CC=C12)C(=O)N1CCCCC1)=CF (1-(2-(aminomethyl)-3-fluoroallyl)indolin-5-yl)(piperidin-1-yl)methanone hydrochloride